(2R,3R,4R,5R)-2-(acetoxymethyl)-5-(4,6-dichloro-1H-pyrazolo[3,4-d]pyridin-1-yl)tetrahydrofuran-3,4-diyl diacetate C(C)(=O)O[C@@H]1[C@H](O[C@H]([C@@H]1OC(C)=O)N1N=CC=2C1=CC(=NC2Cl)Cl)COC(C)=O